2-(piperidin-4-yloxy)pyrimidine methyl-4-Boc-6,6-dimethyl-5-oxo-5,6-dihydro-4H-thieno[3,2-b]pyrrole-2-carboxylate COC(=O)C1=CC=2N(C(C(C2S1)(C)C)=O)C(=O)OC(C)(C)C.N1CCC(CC1)OC1=NC=CC=N1